N'-(4-ethylphenyl)-2-pyridinecarbohydrazide C(C)C1=CC=C(C=C1)NNC(=O)C1=NC=CC=C1